6-amino-2-(3,5-dichloro-4-((4-methyl-2-(2-methylpyridin-4-yl)quinolin-6-yl)oxy)phenyl)-1,2,4-triazine-3,5(2H,4H)-dione NC=1C(NC(N(N1)C1=CC(=C(C(=C1)Cl)OC=1C=C2C(=CC(=NC2=CC1)C1=CC(=NC=C1)C)C)Cl)=O)=O